C(C)(=O)N[C@H](C(=O)N1[C@@H](C[C@H](C1)O)C(=O)NCC1=CC=C(C=C1)C1=C(N=CS1)C)C1CC1 (2S,4R)-1-((S)-2-acetamido-2-cyclopropylacetyl)-4-hydroxy-N-(4-(4-methylthiazol-5-yl)benzyl)pyrrolidine-2-carboxamide